CC(CC)CCC(CCCC)C 3,6-dimethyldecane